C1(=CC=CC(=C1)C1=NN=C(N1C1=CC=CC=C1)C(C)C)C1=CC=CC=C1 3-(5-biphenylyl)-5-isopropyl-4-phenyl-4H-1,2,4-triazole